4-methylthio-α-methylstyrene CSC1=CC=C(C(=C)C)C=C1